2-(3,4-dichlorophenyl)-1-((5S,8R)-1-fluoro-6,7,8,9-tetrahydro-5H-5,8-epiminocyclohepta-[c]pyridin-10-yl)-2-hydroxyethan-1-one ClC=1C=C(C=CC1Cl)C(C(=O)N1[C@H]2CC[C@@H]1CC=1C(=NC=CC12)F)O